CC1OC=2C(=NN1C(=O)OCC1=CC=CC=C1)C1=CC=C(C=C1C2)Cl methyl-2-benzyloxycarbonyl-7-chloroindeno[1,2-e][1,3,4]oxadiazine